3-(2-chloronicotinyl)-1H-pyrazole-5-carbonitrile ClC1=C(CC2=NNC(=C2)C#N)C=CC=N1